C(C(O)C)(=O)[O-].[Na+] (+)-sodium lactate